vinylbenzyloxide C(=C)OCC1=CC=CC=C1